tert-butyl (S)-(1-(3-methyl-5-(1'-methyl-1',2',3',6'-tetrahydro-[3,4'-bipyridin]-6-yl)thiophene-2-carbonyl)pyrrolidin-3-yl)carbamate CC1=C(SC(=C1)C1=CC=C(C=N1)C=1CCN(CC1)C)C(=O)N1C[C@H](CC1)NC(OC(C)(C)C)=O